tert-butyl (2R)-2-((tert-butoxycarbonyl)amino)-5-iodohexanoate C(C)(C)(C)OC(=O)N[C@@H](C(=O)OC(C)(C)C)CCC(C)I